3-(8-Cyanoquinolin-5-yl)-5-(trifluoromethyl)-3-azabicyclo[3.1.0]hexane-1-carboxylic acid ethyl ester C(C)OC(=O)C12CN(CC2(C1)C(F)(F)F)C1=C2C=CC=NC2=C(C=C1)C#N